Cl.N=C(C1=CC=C(C=C1)CNC([C@H](C)NC(=O)[C@@H]1NCC[C@@H](C1)C1=CC=CC=C1)=O)NC(OCC1=CC=C(C=C1)C(C)C)=O 4-isopropylbenzyl (imino(4-(((S)-2-((2R,4S)-4-phenylpiperidine-2-carboxamido)propanamido)methyl)phenyl)methyl)carbamate hydrochloride